3-bromo-5-fluoro-2-(2-hydroxypropan-2-yl)benzonitrile BrC=1C(=C(C#N)C=C(C1)F)C(C)(C)O